N[C@H](C(=O)OC)CC=C Methyl (2S)-2-aminopent-4-enoate